ClC=1C=C(C(=NC1)CN1N=C2N(CCCC2)C1=O)F (5S)-2-[(5-Chloro-3-fluoropyridin-2-yl)methyl]-3-oxo-2,3,5,6,7,8-hexahydro[1,2,4]triazolo[4,3-a]pyridin